BrC1(C(OC(OC1=O)(C)C)=O)Br 5,5-dibromo-2,2-dimethyl-4,6-dioxo-1,3-dioxane